(Z)-4-(2-((5-(4-(diphenylamino)phenyl)-3-phenyl-1H-pyrrol-2-yl)imino)-3-phenyl-2H-pyran-5-yl)-N,N-diphenylaniline C1(=CC=CC=C1)N(C1=CC=C(C=C1)C1=CC(=C(N1)\N=C\1/OC=C(C=C1C1=CC=CC=C1)C1=CC=C(N(C2=CC=CC=C2)C2=CC=CC=C2)C=C1)C1=CC=CC=C1)C1=CC=CC=C1